2-(5-(1-benzyl-1H-pyrazol-4-yl)-6-(tert-butoxycarbonyl)pyridin-2-yl)-1,2,3,4-tetrahydroisoquinoline-8-carboxylic acid methyl ester COC(=O)C=1C=CC=C2CCN(CC12)C1=NC(=C(C=C1)C=1C=NN(C1)CC1=CC=CC=C1)C(=O)OC(C)(C)C